6H,7H,8H-imidazo[1,2-A]pyridine-3-carboxylic acid N=1C=C(N2C1CCCC2)C(=O)O